2-(4-bromophenyl)benzoselenazole BrC1=CC=C(C=C1)C=1[Se]C2=C(N1)C=CC=C2